N-(1-(pyridin-2-yl)cyclobutyl)pyrimidin-2-amine N1=C(C=CC=C1)C1(CCC1)NC1=NC=CC=N1